ethyl 5-hydroxy-1-(1-methoxyisoquinolin-5-yl)-1H-pyrazole-4-carboxylate OC1=C(C=NN1C1=C2C=CN=C(C2=CC=C1)OC)C(=O)OCC